8-benzyl-1,1-dimethyl-2,8-diazaspiro[4.5]decan-3-one C(C1=CC=CC=C1)N1CCC2(CC(NC2(C)C)=O)CC1